C1(=CC=CC=C1)C=1C=NC=CC1N(C)C 3-phenyl-4-(dimethylamino)pyridine